gamma-aminopropyl-trimethoxysilane (E)-methyl-2-[2-(2-phenylethen-1-yl)phenyl]-3-methoxyacrylate COC(\C(=C\OC)\C1=C(C=CC=C1)C=CC1=CC=CC=C1)=O.NCCC[Si](OC)(OC)OC